CC\\1=C(/C(=C/C2=C(C(=C(N2)/C=C\\3/C(=C(C(=O)N3)C)C=C)C)CCC(=O)O)/N/C1=C\\C4=NC(=O)C(=C4C)C=C)CCC(=O)O The molecule is a linear tetrapyrrole produced in the reticuloendothelial system by the first step of heme degradation, catalysed by heme oxygenase. It has a role as a human metabolite and a mouse metabolite. It is a conjugate acid of a biliverdin(2-).